1-methyl-7-(1-methyl-1H-pyrazol-4-yl)-1,2,3,4-tetrahydropyrido[3,4-b]pyrazine CN1C2=C(NCC1)C=NC(=C2)C=2C=NN(C2)C